FC(C(=O)O)(F)F.OC1=C(C=CC=C1)C=1N=C2N(C=CC(=N2)O)C1 2-(2-hydroxyphenyl)imidazo[1,2-a]pyrimidin-7-ol trifluoroacetate